4-(2-(piperidin-1-yl)ethoxy)benzoic acid hydrochloride Cl.N1(CCCCC1)CCOC1=CC=C(C(=O)O)C=C1